1-(2-((3-chloro-8,9-dihydropyrido[3',2':4,5]pyrrolo[1,2-a]pyrazin-7(6H)-yl)sulfonyl)ethoxy)propan ClC1=CC=2C=C3N(CCN(C3)S(=O)(=O)CCOCCC)C2N=C1